(4-tert-Butylcyclohexyl)acetate C(C)(C)(C)C1CCC(CC1)CC(=O)[O-]